N-(3,5-dichloropyridin-4-yl)benzyloxy-3-difluoromethoxybenzamide ClC=1C=NC=C(C1NC(C1=C(C(=CC=C1)OC(F)F)OCC1=CC=CC=C1)=O)Cl